C(C)(C)(C)OC(N(C1=C(C(=CC=C1F)N(C)C(C1=C(C=CC(=C1)[N+](=O)[O-])Cl)=O)F)C(=O)OC(C)(C)C)=O N-tert-Butoxycarbonyl-N-[3-[(2-chloro-5-nitro-benzoyl)-methyl-amino]-2,6-difluoro-phenyl]carbamic acid tert-butyl ester